C1(=CC=C(C=C1)C=1OC2=C(N1)C(=CC(=C2)Cl)C=2C=C(C=CC2)C2=CC=C(C=C2)C#N)C2=CC=CC=C2 2-(biphenyl-4-yl)-6-chloro-4-(4'-cyano-biphenyl-3-yl)-benzoxazole